C(C)(=O)N1CCC(CC1)C=1C=C(C(=O)N[C@H](C)C2=CC=CC3=CC=CC=C23)C=CC1 3-(1-acetyl-4-piperidyl)-N-[(1R)-1-(1-naphthyl)ethyl]benzamide